1-{2-[5-(difluoromethyl)-1,3,4-oxadiazol-2-yl]acetyl}-4-fluoro-N-{[3-fluoro-4-(propan-2-yl)phenyl](phenyl)methyl}pyrrolidine-2-carboxamide FC(C1=NN=C(O1)CC(=O)N1C(CC(C1)F)C(=O)NC(C1=CC=CC=C1)C1=CC(=C(C=C1)C(C)C)F)F